(S)-2-amino-3-((S)-2-oxopiperidin-3-yl)propanoic acid methyl ester COC([C@H](C[C@H]1C(NCCC1)=O)N)=O